(S)-4-(((S)-3-fluoro-2-methoxypropyl)(4-(5,6,7,8-tetrahydro-1,8-naphthyridin-2-yl)butyl)amino)-2-((R)-2-methoxy-2-phenylacetamido)butanoic acid FC[C@H](CN(CC[C@@H](C(=O)O)NC([C@@H](C1=CC=CC=C1)OC)=O)CCCCC1=NC=2NCCCC2C=C1)OC